4-chloro-5-(4-((trifluoromethyl)thio)phenyl)-1H-pyrrolo[2,3-b]Pyridine ClC1=C2C(=NC=C1C1=CC=C(C=C1)SC(F)(F)F)NC=C2